N-{3-[5-(2-amino-4-pyrimidinyl)-2-(1,1-dimethylethyl)-1,3-thiazol-4-yl]-2-fluorophenyl}-2,6-difluorobenzenesulfonamide mesylate salt S(C)(=O)(=O)O.NC1=NC=CC(=N1)C1=C(N=C(S1)C(C)(C)C)C=1C(=C(C=CC1)NS(=O)(=O)C1=C(C=CC=C1F)F)F